hydroxyestra-4,9-diene-3-one OC[C@@]12CCC[C@H]1[C@@H]1CCC3=CC(CCC3=C1CC2)=O